tert-butyl 3-[5-[4-[4-[(2,6-difluorophenyl)methyl]-5-oxo-1,2,4-triazol-1-yl]phenoxy]-4-methyl-thiazol-2-yl]pyrrolidine-1-carboxylate FC1=C(C(=CC=C1)F)CN1C=NN(C1=O)C1=CC=C(OC2=C(N=C(S2)C2CN(CC2)C(=O)OC(C)(C)C)C)C=C1